NC1=C(C=C2CC[C@H](CC2=C1F)N(C(OCC1=CC=CC=C1)=O)CCC(C)C)OCC1=CC=CC=C1 benzyl [(2R)-7-amino-6-(benzyloxy)-8-fluoro-1,2,3,4-tetrahydronaphthalen-2-yl](3-methylbutyl)carbamate